C(#N)C1=CC(=C(C=C1F)NS(=O)(=O)C1=CNC(=C1)C1=C(C=C(C=C1)F)F)F N-(4-cyano-2,5-difluorophenyl)-5-(2,4-difluorophenyl)-1H-pyrrole-3-sulfonamide